tert-butyl [(6-chloro-1-oxo-2-{6-[4-(propan-2-yl)-4H-1,2,4-triazol-3-yl]pyridin-2-yl}-2,3-dihydro-1H-pyrrolo[3,4-c]pyridin-4-yl)methyl]methylcarbamate ClC1=CC2=C(C(=N1)CN(C(OC(C)(C)C)=O)C)CN(C2=O)C2=NC(=CC=C2)C2=NN=CN2C(C)C